1-(2-(Allyloxy)-4-fluorophenyl)-3-(2-(but-3-en-1-yl)-6-methoxypyridin-3-yl)-7-(trifluoromethyl)-2,3-dihydroquinazolin-4(1H)-one C(C=C)OC1=C(C=CC(=C1)F)N1CN(C(C2=CC=C(C=C12)C(F)(F)F)=O)C=1C(=NC(=CC1)OC)CCC=C